N1(CCC1)C1=CC2=C(C=C(O2)C(=O)NS(=O)(=O)C2=CC=C(C3=CC=CC=C23)O)C(=C1)F 6-(Azetidin-1-yl)-4-fluoro-N-(4-hydroxynaphthalene-1-sulfonyl)-1-benzofuran-2-carboxamide